diallyl ether acrylate C(C=C)(=O)O.C(C=C)OCC=C